FC1(C[C@H]2C([C@H]2C1)N(C(=O)OCC1=C(N=NN1C)C1=CC=C(C(=N1)CC)N1C[C@H](CCC1)CC(=O)O)C)F 2-((R)-1-(6-(5-(((((1R,5S,6r)-3,3-difluorobicyclo[3.1.0]hexan-6-yl)(methyl)carbamoyl)oxy)methyl)-1-methyl-1H-1,2,3-triazol-4-yl)-2-ethylpyridin-3-yl)piperidin-3-yl)acetic acid